C1=C(C=CC=2SC3=CC=CC=C3NC12)C(C)C=1C=C(C=CC1)O 3-(1-(10H-phenothiazin-2-yl)ethyl)phenol